CN1N=C(C=C1C(=O)[O-])C(=O)OC methyl 1-methyl-1H-pyrazole-3,5-dicarboxylate